bis(2-(di-tert-butylphosphino)ethyl)amine C(C)(C)(C)P(CCNCCP(C(C)(C)C)C(C)(C)C)C(C)(C)C